IC1=CC2=C(N(N=C2C=C1)C)C(=O)OC methyl 5-iodo-2-methyl-2H-indazole-3-carboxylate